O[C@]1(CCC=2C1=NC=CC2)C#CC=2C=C(C=CC2)C=2N=CC1=C(N2)C(NC=C1)=O (R)-2-[3-[2-(7-hydroxy-5,6-dihydro-cyclopenta[b]pyridin-7-yl)ethynyl]phenyl]-7H-pyrido[3,4-d]pyrimidin-8-one